C1(=C(C=CC=C1)N1C(=CC2=CC(=CC=C12)C(C)(C)C)NC1=C(C=C(C=C1)C(C)(C)C)C1=CC=CC=C1)C1=CC=CC=C1 1-([1,1'-biphenyl]-2-yl)-5-tert-butyl-N-(5-tert-butyl-[1,1'-biphenyl]-2-yl)-1H-indol-2-amine